C(CC)OC(C1=NC=C(C=C1)C(=O)OCCC)=O.C(C)(C)N(C1=CC=CC=C1)C N-isopropyl-methylaniline di-normal-propyl-isocinchomeronate